6-chloro-3-[[(1R)-1-(3,6-dimethyl-4-oxo-2-phenyl-chromen-8-yl)ethyl]amino]pyridine-2-carboxylic acid methyl ester COC(=O)C1=NC(=CC=C1N[C@H](C)C=1C=C(C=C2C(C(=C(OC12)C1=CC=CC=C1)C)=O)C)Cl